BrC=1C=CC(=NC1)CNC(=O)C1N(CCN(C1)C=1C=2C(N=CN1)=NN(C2)C2=CC(=C(C=C2)C)F)C N-((5-bromopyridin-2-yl)methyl)-4-(2-(3-fluoro-4-methylphenyl)-2H-pyrazolo[3,4-d]pyrimidin-4-yl)-1-methylpiperazine-2-carboxamide